BrC1=CC2=C(SC=3C(=C(C=4SC5=CC(=C(C=C5SC4C3F)Br)Br)F)S2)C=C1Br 2,3,9,10-TetraBromo-6,13-Difluorobenzo[5,6][1,4]Dithiino[2,3-b]Thianthrene